2-(2,2-dimethyl-1,3-dioxolan-4-yl)-4-hydroxy-5-oxo-2,5-Dihydrofuran-3-oleate sodium [Na+].CC1(OCC(O1)C1OC(C(=C1CCCCCCCC\C=C/CCCCCCCC(=O)[O-])O)=O)C